2,5-dioxopyrrolidin-1-yl 5-((tert-butoxycarbonyl)amino)pentanoate C(C)(C)(C)OC(=O)NCCCCC(=O)ON1C(CCC1=O)=O